8-Bromo-7-fluoro-4-((4-methoxybenzyl)amino)-N-propylisoquinoline-3-carboxamide BrC=1C(=CC=C2C(=C(N=CC12)C(=O)NCCC)NCC1=CC=C(C=C1)OC)F